yttrium oxide molybdenum-rhenium [Re+4].[Mo+4].[O-2].[Y+3]